BrC1=CC=C2C(=NC(=NC2=C1F)Cl)N1CC(CCC1)(C)NC(OC(C)(C)C)=O tert-butyl N-[1-(7-bromo-2-chloro-8-fluoro-quinazolin-4-yl)-3-methyl-3-piperidyl]carbamate